(2R,3R,4R,5S)-2-(hydroxymethyl)-1-(2-(thiophen-3-yl)ethyl)piperidine-3,4,5-triol OC[C@H]1N(C[C@@H]([C@H]([C@@H]1O)O)O)CCC1=CSC=C1